6-Amino-3-(4'-chloro-3-(hydroxymethyl)-1',2'-dihydrospiro[cyclopentane-1,3'-pyrrolo[2,3-b]pyridin]-5'-yl)-2-fluoro-N,N-dimethylbenzamide NC1=CC=C(C(=C1C(=O)N(C)C)F)C=1C(=C2C(=NC1)NCC21CC(CC1)CO)Cl